N-[(1S)-1-cyano-2-[(3S)-2-oxopyrrolidin-3-yl]ethyl]-1-[(2S)-3,3-dimethyl-2-[(2,2,2-trifluoroacetyl)amino]butanoyl]-3-isopropyl-pyrrolidine-2-carboxamide C(#N)[C@H](C[C@H]1C(NCC1)=O)NC(=O)C1N(CCC1C(C)C)C([C@H](C(C)(C)C)NC(C(F)(F)F)=O)=O